6-phenyl-5,6-dihydropyrido[2',3':4,5]pyrrolo[2,3-b]indole C1(=CC=CC=C1)N1C2=C(C=3C=CC=CC13)C1=C(N2)C=CC=N1